1-(4-(2-bromophenyl)butyl)-6-(2-hydroxyprop-2-yl)-N-methoxy-N-methyl-1H-pyrrolo[2,3-b]pyridine-2-carboxamide BrC1=C(C=CC=C1)CCCCN1C(=CC=2C1=NC(=CC2)C(C)(C)O)C(=O)N(C)OC